NC1=NC=C(C=2C1=CN(N2)C2OCCCC2)NC(C(N2[C@H](CC[C@@H](C2)C)C2=CC(=CC=C2)F)=O)=O |r| N-(4-amino-2-tetrahydropyran-2-yl-pyrazolo[4,3-c]pyridin-7-yl)-2-oxo-2-[rac-(2R,5S)-2-(3-fluorophenyl)-5-methyl-1-piperidyl]acetamide